C(CCCCCCCCCCCCCCCCC)(=O)O.C[C@]([C@H](C=O)O)(O)[C@H](O)[C@H](O)CO 3-methyl-glucose Stearate